[Pd+2].ClC(C1=CC=CC=C1)(C1=C(C=CC=C1)P(C1=CC=CC=C1)C1=CC=CC=C1)Cl dichlorobenzyl-(triphenylphosphine) palladium (II)